N1N=CC(=C1)CCNC1=NC(=NC(=C1C)C)C(=O)NC(C)C1=CC(=CC=C1)F 4-((2-(1H-pyrazol-4-yl)ethyl)amino)-N-(1-(3-fluorophenyl)ethyl)-5,6-dimethylpyrimidine-2-carboxamide